methyl-N-((1s,4s)-4-((7-morpholino-1,6-naphthyridin-5-yl)oxy)cyclohexyl)pyrimidin-4-amine CC1=NC=CC(=N1)NC1CCC(CC1)OC1=C2C=CC=NC2=CC(=N1)N1CCOCC1